ClC=1C=NC=C(C1NC(C1=CC(=C(C=C1)OC(F)F)OC)=O)Cl N-(3,5-dichloropyridin-4-yl)-4-difluoromethoxy-3-methoxybenzamide